3-((6-(Imidazo[1,2-a]pyridin-3-yl)isoquinolin-4-yl)oxy)benzonitrile N=1C=C(N2C1C=CC=C2)C=2C=C1C(=CN=CC1=CC2)OC=2C=C(C#N)C=CC2